((2R,3S,4S)-3-(benzoyloxy)-4-(2-methoxyethoxy)tetrahydrofuran-2-yl)benzoic acid methyl ester COC(C1=C(C=CC=C1)[C@H]1OC[C@@H]([C@H]1OC(C1=CC=CC=C1)=O)OCCOC)=O